ClC=1C=C2C=C(NC2=CC1OCC=1N=CSC1)CNC(=O)NCCOC 1-((5-chloro-6-(thiazol-4-ylmethoxy)-1H-indol-2-yl)methyl)-3-(2-methoxyethyl)urea